(4'-tert-butylphenyl)-3-(4'-methoxyphenyl)propane-1,3-dione C(C)(C)(C)C1=CC=C(C=C1)C(CC(=O)C1=CC=C(C=C1)OC)=O